CC=1C(C1)COC(=O)NCCCC[C@H](N)C(=O)O Nε-(((2-methylcycloprop-2-en-1-yl)methoxy)carbonyl)-L-lysine